5-aminopyridazine-3-carboxamide NC=1C=C(N=NC1)C(=O)N